N-[4-chloro-3-(trifluoromethyl)benzene-1-sulfonyl]-L-γ-glutamylglycyl-N-[(1S)-2,2-dimethyl-1-(1-methyl-1H-benzimidazol-2-yl)propyl]-3-pyridin-4-yl-L-alaninamide ClC1=C(C=C(C=C1)S(=O)(=O)N[C@@H](CCC(=O)NCC(=O)N[C@@H](CC1=CC=NC=C1)C(=O)N[C@@H](C(C)(C)C)C1=NC2=C(N1C)C=CC=C2)C(=O)O)C(F)(F)F